3-(morpholin-4-yl)-1-oxa-8-azaspiro[4.5]decane dihydrochloride Cl.Cl.N1(CCOCC1)C1COC2(C1)CCNCC2